C(C)OC1=CC=C(C=C1)C(C=CC1=CC(=C(C=C1)O)OC)=O 1-(4-Ethoxyphenyl)-3-(4-hydroxy-3-methoxyphenyl)prop-2-en-1-one